8-methyl-3-(2,2-difluoroethyl)-2,3-dihydrobenzopyran-4-one CC1=CC=CC=2C(C(COC21)CC(F)F)=O